F[B-](F)(F)F.C12(CCC(CC1)C2)[Rh-]C21CCC(CC2)C1 bis(norbornyl)rhodium (I) tetrafluoroborate